(S)-5-(2-(2-(2-(2-(tert-butylcarbonyl)-1-ethylhydrazino)ethyl)-5-fluoropyridin-3-yl)pyrrolidin-1-yl)pyrazolo[1,5-a]pyrimidine-3-carboxylic acid C(C)(C)(C)C(=O)NN(CC)CCC1=NC=C(C=C1[C@H]1N(CCC1)C1=NC=2N(C=C1)N=CC2C(=O)O)F